4-(((3S,4S)-1-((2,4-dichloro-5-fluorophenyl)sulfonyl)-4-hydroxy-4-(hydroxymethyl)pyrrolidin-3-yl)sulfonyl)-2-fluorobenzonitrile ClC1=C(C=C(C(=C1)Cl)F)S(=O)(=O)N1C[C@@H]([C@](C1)(CO)O)S(=O)(=O)C1=CC(=C(C#N)C=C1)F